6-(4-(1H-pyrazol-4-yl)phenyl)-4-(3-methoxybenzyl)-4,6-diazaspiro[2.4]heptan-5-one N1N=CC(=C1)C1=CC=C(C=C1)N1C(N(C2(CC2)C1)CC1=CC(=CC=C1)OC)=O